4-((1-(2-Chlorophenyl)propyl)amino)-2-fluoro-N-((R,E)-4-(methylsulfonyl)but-3-en-2-yl)benzamide ClC1=C(C=CC=C1)C(CC)NC1=CC(=C(C(=O)N[C@H](C)\C=C\S(=O)(=O)C)C=C1)F